FC1=C(C=CC(=C1)F)C(C)C1=C(C=CC2=C1NC(=NS2(=O)=O)NCC2=CC(=CC=C2)F)F 5-(1-(2,4-difluorophenyl)ethyl)-6-fluoro-3-((3-fluorobenzyl)amino)-4H-benzo[e][1,2,4]thiadiazine 1,1-dioxide